C(C)(C)C1=NC(=CC(=C1NC(=O)NS(=O)(=O)C=1C=NN2C1OCC(C2)CNC(C)=O)C(C)C)OC N-((3-(N-((2,4-diisopropyl-6-methoxypyridin-3-yl)carbamoyl)sulfamoyl)-6,7-dihydro-5H-pyrazolo[5,1-b][1,3]oxazin-6-yl)methyl)acetamide